3,4-dimethyl-1,7-heptanediamine CC(CCN)C(CCCN)C